C(CCCCCCCCC)(=O)OCCCCCCCCCC n-decyl n-decanoate